tert-Butyl (3S)-3-(2-(2-(4-amino-3-chlorophenyl)-7-oxo-1,7-dihydro-6H-pyrrolo[2,3-c]pyridin-6-yl)propanamido)-4,4-diethoxybutanoate NC1=C(C=C(C=C1)C1=CC2=C(C(N(C=C2)C(C(=O)N[C@@H](CC(=O)OC(C)(C)C)C(OCC)OCC)C)=O)N1)Cl